1-allyl-2-(allyloxy)benzene C(C=C)C1=C(C=CC=C1)OCC=C